C1(=CC=CC=C1)C1N=C(OC1C1=CC=CC=C1)C=1C=C(C=CC1)C 4,5-diphenyl-2-(3-tolyl)-4,5-dihydrooxazole